6-(4-(cyclopropylmethyl)-1-(4-(trifluoromethyl)phenyl)-2,3,4,5-tetrahydro-1H-benzo[e][1,4]diazepin-7-yl)-4-(1,2-dihydroxyethyl)picolinamide C1(CC1)CN1CCN(C2=C(C1)C=C(C=C2)C2=CC(=CC(=N2)C(=O)N)C(CO)O)C2=CC=C(C=C2)C(F)(F)F